C(C)C=1NC=C(N1)C(=O)[O-] 2-ethyl-1H-imidazole-4-carboxylate